N-(2,6-dimethylphenyl)-4-{3-[1-(1-ethoxyethoxy)ethyl]-4-methyl-5-oxo-4,5-dihydro-1H-1,2,4-triazol-1-yl}-5-fluoro-2-[(2R)-pent-2-yloxy]benzamide CC1=C(C(=CC=C1)C)NC(C1=C(C=C(C(=C1)F)N1N=C(N(C1=O)C)C(C)OC(C)OCC)O[C@H](C)CCC)=O